BrC(C(C=C(Br)Br)=O)Cl 1,4,4-tribromo-1-chlorobut-3-en-2-one